N1(CCOCC1)C1=C(C=C(C=C1)[N+](=O)[O-])C=1C=NN(C1)CCCO 3-(4-(2-morpholinyl-5-nitrophenyl)-1H-pyrazol-1-yl)propan-1-ol